methyl 6-((6-((3-amino-6-phenylpyridin-2-yl)amino)-2-methylpyridin-3-yl)carbamoyl)spiro[3.3]heptane-2-carboxylate NC=1C(=NC(=CC1)C1=CC=CC=C1)NC1=CC=C(C(=N1)C)NC(=O)C1CC2(CC(C2)C(=O)OC)C1